CC(C(CC(C(=O)OCC)=O)=O)(C)C ethyl 5,5-dimethyl-2,4-dioxohexanoate